N1=CN=CC(=C1)N1CC2(C1)C[C@@H](CC2)N2CCC(CC2)C2=C(C=CC=C2)O (R)-2-(1-(2-(pyrimidin-5-yl)-2-azaspiro[3.4]oct-6-yl)piperidin-4-yl)phenol